BrC1=CC(=C(C(=O)OC)C=C1OC1=C(C=C(C=C1)F)O)[N+](=O)[O-] Methyl 4-bromo-5-(4-fluoro-2-hydroxyphenoxy)-2-nitrobenzoate